ClC=1C=C2C(=NC=NC2=C(C1C1=C(C=CC=C1OCC1=CN=CN1C)F)F)N1CCN(CC1)C(C=C)=O 1-(4-(6-chloro-8-fluoro-7-(2-fluoro-6-((1-methyl-1H-imidazol-5-yl)methoxy)phenyl)quinazolin-4-yl)piperazin-1-yl)prop-2-en-1-one